bismuth tri-iodide [Bi](I)(I)I